3-[1-[(4-methoxyphenyl)methyl]-benzimidazol-4-yl]pyridin-2-amine COC1=CC=C(C=C1)CN1C=NC2=C1C=CC=C2C=2C(=NC=CC2)N